12-[2-(methoxymethoxy)phenyl]-3-(methoxymethyl)-4,8,10,11-tetrazatricyclo[7.4.0.02,7]trideca-1(9),2(7),10,12-tetraene COCOC1=C(C=CC=C1)C=1N=NC=2NC=3CCNC(C3C2C1)COC